ClC1=C(C(=C(C=C1)C1=C(C=CC=C1)N)N)Cl dichloro-2,2'-diaminobiphenyl